C1(=CC=CC=C1)N(C(O)=O)C1=CC(=NN1C1=CC=CC=C1)C(C)(C)C.N1=CC=C(C=C1)C(C)=O 1-(pyridin-4-yl)ethanone phenyl-(3-(tert-butyl)-1-phenyl-1H-pyrazol-5-yl)carbamate